N-butyl-4,9-dioxo-4,9-dihydrothiazolo[5,4-g]isoquinoline-2-carboxamide C(CCC)NC(=O)C=1SC=2C(C=3C=CN=CC3C(C2N1)=O)=O